1,4-diazabicyclo[2.1.1]hexane N12CCN(C1)C2